sodium (S)-3-(3-(1,5-dimethyl-4-oxido-2-oxo-1,2-dihydropyridin-3-yl)ureido)-3-(3'-methoxy-2'-methylbiphenyl-3-yl)propanoate CN1C(C(=C(C(=C1)C)[O-])NC(N[C@@H](CC(=O)[O-])C=1C=C(C=CC1)C1=C(C(=CC=C1)OC)C)=O)=O.[Na+].[Na+]